C1NCC12CCC(CC2)NC=2C=CC=C1C(=NN(C21)C)C2C(NC(CC2)=O)=O 3-(7-((2-azaspiro[3.5]non-7-yl)amino)-1-methyl-1H-indazol-3-yl)piperidine-2,6-dione